2-[Boc(ethyl)amino]acetic acid C(=O)(OC(C)(C)C)N(CC(=O)O)CC